BrC1=CC=CC(=N1)C(C(=O)NC1=NC=C(C(=C1)C1=C2N(N=C1)CC(C2)(C)C)Cl)C (6-Bromopyridin-2-yl)-N-(5-chloro-4-(5,5-dimethyl-5,6-dihydro-4H-pyrrolo[1,2-b]pyrazol-3-yl)pyridin-2-yl)propanamide